(4-amino-1,3-dihydrofuro[3,4-c][1,7]naphthyridin-8-yl)((3S,5R)-3-(6-ethoxy-3-pyridazinyl)-5-methyl-4-morpholinyl)methanone NC1=NC=2C=NC(=CC2C2=C1COC2)C(=O)N2[C@H](COC[C@H]2C)C=2N=NC(=CC2)OCC